2-chloro-5-methoxy-6-(1-methyl-1H-indol-3-yl)pyrimidin-4-amine ClC1=NC(=C(C(=N1)N)OC)C1=CN(C2=CC=CC=C12)C